Methyl (E)-2-(4-chloro-3-(3-(3-ethoxyacryloyl)ureido)-1H-pyrazol-1-yl)acetate ClC=1C(=NN(C1)CC(=O)OC)NC(=O)NC(\C=C\OCC)=O